N1=C(N=CC2=CC=CC=C12)N[C@H]1CN(CC1)C(=O)C=1C=C(C=CC1)NC(C=C)=O (R)-N-(3-(3-(quinazolin-2-ylamino)pyrrolidine-1-carbonyl)phenyl)acrylamide